FC=1C=C2C=C(NC2=C(C1)CCC(F)(F)F)CN1C=NC=C(C1=O)NC([C@@H](CC\C=C\C(=O)NC)CN(C([O-])=O)C)=O (S,E)-1-((1-((5-Fluoro-7-(3,3,3-trifluoropropyl)-1H-indol-2-yl)methyl)-6-oxo-1,6-dihydropyrimidin-5-yl)amino)-7-(methylamino)-1,7-dioxohept-5-en-2-yl-dimethylcarbamat